trans-4-(5-bromothiazol-2-yl)cyclohexanamine BrC1=CN=C(S1)[C@@H]1CC[C@H](CC1)N